2-[(METHOXYCARBONYL)AMINO]ACETIC ACID COC(=O)NCC(=O)O